NC=1C=CC(=C(C1)C1=CC2=C(N=C(N=C2)NC)N2C1=NCC2)C 6-(5-amino-2-methylphenyl)-N-methyl-8,9-dihydroimidazo[1',2':1,6]pyrido[2,3-d]pyrimidin-2-amine